COC1=C(CN(S(=O)(=O)C2=NC=CC(=C2)NC(C2=C(N=C(C(=C2)C#CC2CC2)C)N2CCC(CC2)(F)F)=O)CC2=C(C=C(C=C2)OC)OC)C=CC(=C1)OC N-(2-(N,N-bis(2,4-dimethoxybenzyl)sulfamoyl)pyridin-4-yl)-5-(cyclopropylethynyl)-2-(4,4-difluoropiperidin-1-yl)-6-methylnicotinamide